5-fluoro-3,3-dimethyl-2,3-dihydrobenzo[b][1,4]dioxine-6-carbonitrile FC1=C(C=CC=2OCC(OC21)(C)C)C#N